N-(3-chloro-2-methylphenyl)-2-(1-methoxy-2-methylpropan-2-yl)-6-({[2-(trifluoromethyl)phenyl]carbonyl}amino)-1H-benzoimidazole-4-carboxamide ClC=1C(=C(C=CC1)NC(=O)C1=CC(=CC=2NC(=NC21)C(COC)(C)C)NC(=O)C2=C(C=CC=C2)C(F)(F)F)C